C(C)(=O)C=1C=C2CCCN(C2=CC1)C1=NOC(=N1)C=1C=CC(=C(C#N)C1)OC(C)C 5-(3-(6-acetyl-3,4-dihydroquinolin-1(2H)-yl)-1,2,4-oxadiazol-5-yl)-2-isopropoxyBenzonitrile